OCC=1N=C(SC1C)CCC(=O)O 3-(4-(hydroxymethyl)-5-methylthiazol-2-yl)propionic acid